CN(N)C(N)=S 1-methylhydrazinethiocarboxamide